4-methyl-N-(5-methyl-6,7-dihydro-5H-pyrrolo[1,2-c]imidazol-1-yl)-3-[2-(3-pyridinyl)ethynyl]benzamide CC1=C(C=C(C(=O)NC2=C3N(C=N2)C(CC3)C)C=C1)C#CC=1C=NC=CC1